C(C)(C)(C)[C@]1(N(C[C@@H](N(C1)C1=NC=NC2=CC=C(C=C12)C=1C=NC(=C(C1)NS(=O)(=O)C1=C(C=C(C=C1)F)F)OC)C)C(=O)OCC1OC(OC1)C(CC)CCCC)C (2-(heptane-3-yl)-1,3-dioxolan-4-yl)methanol Tert-butyl-(2R,5S)-4-(6-(5-((2,4-difluorophenyl)sulfonamido)-6-methoxypyridin-3-yl)quinazolin-4-yl)-2,5-dimethylpiperazine-1-carboxylate